methyl N-[5-[6-[(3-fluoro-4-methyl-benzoyl)-methyl-amino]-8-methyl-imidazo[1,2-a]pyridin-3-yl]-2-pyridyl]carbamate FC=1C=C(C(=O)N(C=2C=C(C=3N(C2)C(=CN3)C=3C=CC(=NC3)NC(OC)=O)C)C)C=CC1C